C(CC)N(CCC)[Si](C1=CC(=CC=C1)C=C)(N(CCC)CCC)N(CCC)CCC tris(dipropylamino)(3-vinylphenyl)silane